2-methoxyethyl (1S,2R,5R)-3-((6-(4-ethoxyphenoxy)pyridin-3-yl)sulfonyl)-2-(hydroxycarbamoyl)-3,8-diazabicyclo[3.2.1]octane-8-carboxylate C(C)OC1=CC=C(OC2=CC=C(C=N2)S(=O)(=O)N2[C@H]([C@@H]3CC[C@H](C2)N3C(=O)OCCOC)C(NO)=O)C=C1